3-(4-((2,2-difluoroethyl)sulfonamido)-3-((4-fluorobenzyl)oxy)phenyl)-5-(pyrazin-2-ylamino)-1H-pyrazole-4-carboxamide FC(CS(=O)(=O)NC1=C(C=C(C=C1)C1=NNC(=C1C(=O)N)NC1=NC=CN=C1)OCC1=CC=C(C=C1)F)F